(4-((3-(3-chloro-4-methoxyphenyl)imidazo[1,2-a]pyrazin-8-yl)amino)-2-methylphenyl)(morpholino)methanone ClC=1C=C(C=CC1OC)C1=CN=C2N1C=CN=C2NC2=CC(=C(C=C2)C(=O)N2CCOCC2)C